S1(NC=CC2=C1C=CS2)(=O)=O thienothiazine dioxide